C(C1=CC=CC=C1)OC=1C=C2C(=C(N(C2=CC1)CC1=CC=C(C=C1)CCO)C1=CC=C(C=C1)OC)Cl 2-(4-((5-(benzyloxy)-3-chloro-2-(4-methoxyphenyl)-1H-indol-1-yl)methyl)phenyl)ethan-1-ol